N-(3-(2-((1r,3r)-3-(methylamino)cyclobutoxy)pyridin-4-yl)propyl)-1-(p-tolyl)pyrrolidin-3-amine CNC1CC(C1)OC1=NC=CC(=C1)CCCNC1CN(CC1)C1=CC=C(C=C1)C